P(=O)(OP(=O)([O-])OCC=C(CC[C@H]1C(CC[C@H]2C(CCC[C@]12C)(C)C)=C)C)([O-])[O-] [[5-[(1S,4aS,8aS)-5,5,8a-trimethyl-2-methylene-decalin-1-yl]-3-methyl-pent-2-enoxy]-oxido-phosphoryl] phosphate